N1C=CC2=NC(=CC=C21)OC=2C=C(C=CC2)C=2NC(=NN2)C(C)(O)C2=CC=CC=C2 1-(5-(3-((1H-Pyrrolo[3,2-b]pyridin-5-yl)oxy)phenyl)-4H-1,2,4-triazol-3-yl)-1-phenylethan-1-ol